(3-(4-nitrophenyl)prop-2-yn-1-yl) ethanethioate C(C)(OCC#CC1=CC=C(C=C1)[N+](=O)[O-])=S